Cl.BrCC1=C(C(=CC=C1)C(F)(F)F)C 1-(bromomethyl)-2-methyl-3-(trifluoromethyl)benzene HCl